(2R)-2-Amino-N-[4-(1H-pyrrolo[2,3-b]pyridin-4-yl)phenyl]propenamide NC(C(=O)NC1=CC=C(C=C1)C1=C2C(=NC=C1)NC=C2)=C